C1(CC1)C1=C2C(=NC(=C1)NC1=CC=C(C=3CCOC31)C(=O)N3C[C@@H](CC3)N3CCOCC3)NC=C2C(F)(F)F (R)-(7-((4-cyclopropyl-3-(trifluoromethyl)-1H-pyrrolo[2,3-b]pyridin-6-yl)amino)-2,3-di-hydrobenzofuran-4-yl)(3-morpholinopyrrolidin-1-yl)methanone